octadecyl-thiophene-3-ethanol C(CCCCCCCCCCCCCCCCC)C=1SC=CC1CCO